4-(3-hydroxy-3-methylbutane-1-yn-1-yl)-1H-indazole-7-carboxylic acid methyl ester COC(=O)C=1C=CC(=C2C=NNC12)C#CC(C)(C)O